6-methylindol-4-ol CC=1C=C(C=2C=CNC2C1)O